C(C1=CC=CC=C1)OC1=NC(=CC=C1NCCOC1=C(C=CC(=C1)[N+](=O)[O-])Br)OCC1=CC=CC=C1 2,6-dibenzyloxy-N-[2-(2-bromo-5-nitro-phenoxy)ethyl]pyridin-3-amine